ClC1=C(C=CC=C1OCCCN1CC(C1)(C)CO)C=1C=C(NN2SC3=C(C2)C=CC=C3)C=CC1 N-(3-(2-chloro-3-(3-(3-hydroxymethyl-3-methylazetidin-1-yl)propoxy)phenyl)anilino)benzisothiazol